NC1=NC=CC(=C1C#CC(C)(C)N1CCN(CC1)C(=O)OC(C)(C)C)OC1=C(C=C(C=C1)NC(=O)C=1C(N(C(NC1)=O)C1=CC=C(C=C1)F)=O)F tert-butyl 4-(4-(2-amino-4-(2-fluoro-4-(3-(4-fluorophenyl)-2,4-dioxo-1,2,3,4-tetrahydropyrimidine-5-carboxamido)phenoxy)pyridin-3-yl)-2-methylbut-3-yn-2-yl)piperazine-1-carboxylate